2-(5-bromo-2-ethyl-7-fluoro-2H-indazol-3-ylamino)-4-(3,4-difluorophenyl)thiazole-5-carbonitrile BrC1=CC2=C(N(N=C2C(=C1)F)CC)NC=1SC(=C(N1)C1=CC(=C(C=C1)F)F)C#N